(R)-1-(4-chlorobenzyl)-3-(4-(4-methyl-5-oxopiperazin-2-yl)phenyl)urea ClC1=CC=C(CNC(=O)NC2=CC=C(C=C2)[C@H]2NCC(N(C2)C)=O)C=C1